(pyridin-2-ylmethyl)(2-((2R,3S,4S,5S)-3,4,5-trihydroxy-6-(4-methoxyphenoxy)tetrahydro-2H-pyran-2-yl)ethyl)phosphinic acid N1=C(C=CC=C1)CP(O)(=O)CC[C@H]1OC([C@H]([C@H]([C@@H]1O)O)O)OC1=CC=C(C=C1)OC